N-(2-methoxy-6-methyl-5,6,7,8-tetrahydro-1,6-naphthyridin-3-yl)-8-(2-methoxyphenyl)quinazolin-2-amine COC1=NC=2CCN(CC2C=C1NC1=NC2=C(C=CC=C2C=N1)C1=C(C=CC=C1)OC)C